4-(4-Benzoylphenylthio)Phenyldiphenylsulfonium C(C1=CC=CC=C1)(=O)C1=CC=C(C=C1)SC1=CC=C(C=C1)[S+](C1=CC=CC=C1)C1=CC=CC=C1